4-[5-(3-chloro-2,6-difluoro-phenyl)-3-methyl-1,6-dihydropyrazolo[4,3-d][1,3]benzodiazepin-9-yl]morpholine ClC=1C(=C(C(=CC1)F)C=1NC2=C(C3=C(N1)C(=NN3)C)C=C(C=C2)N2CCOCC2)F